methyl (2R,3S,4S,5R)-3-(3-fluoro-4-hydroxy-2-methoxyphenyl)-4,5-dimethyl-5-(trifluoromethyl)tetrahydrofuran-2-carboxylate FC=1C(=C(C=CC1O)[C@H]1[C@@H](O[C@]([C@H]1C)(C(F)(F)F)C)C(=O)OC)OC